C1(CC(C(CC1)C(C)C)OC(C1=CC=CC=C1)=O)C benzoic acid menthyl ester